ClC=1C=C(C=2N(N1)C(=CN2)C(=O)O[C@@H](COCC2=CC(=C(C=C2)OC)[N+](=O)[O-])C)N(C)CC2=CC=C(C=C2)OC (R)-1-((4-methoxy-3-nitrobenzyl)oxy)propan-2-yl 6-chloro-8-((4-methoxybenzyl)(methyl)amino)imidazo[1,2-b]pyridazine-3-carboxylate